ClC1=CC(=CC=2CN(CCOC21)CC=2C=NC(=NC2)OC)C2=NC=C1N2C=CC=C1 9-chloro-7-{imidazo[1,5-a]pyridin-3-yl}-4-[(2-methoxypyrimidin-5-yl)methyl]-3,5-dihydro-2H-1,4-benzoxazepine